S1C(=NC2=C1C=CC=C2)NC2=C(C1=C(N=N2)N(CC1)C=1SC(=C(N1)C(=O)O)C=1C=NN(C1C)CC1(CCCCC1)CCCOC)C {3-[(1,3-benzothiazol-2-yl)amino]-4-methyl-5H,6H,7H-pyrrolo[2,3-C]pyridazin-7-yl}-5-(1-{[1-(3-methoxypropyl)cyclohexyl]methyl}-5-methyl-1H-pyrazol-4-yl)-1,3-thiazole-4-carboxylic acid